FC=1C=C(CN2CC(C2)C(=O)N2CC(C3=NC(=CC=C32)C)(C)C)C=CC1 (1-(3-fluorobenzyl)azetidin-3-yl)(3,3,5-trimethyl-2,3-dihydro-1H-pyrrolo[3,2-b]pyridin-1-yl)methanone